ClC1=CC=C(C(=N1)N1CC(C1)C#N)N[C@H](C)C=1C=C(C=C2C(C(=C(OC12)C=1C=NC=CC1)C)=O)C 1-[6-Chloro-3-[[(1R)-1-[3,6-dimethyl-4-oxo-2-(3-pyridyl)chromen-8-yl]ethyl]amino]-2-pyridyl]azetidine-3-carbonitrile